O=C1N(CCC(N1)=O)C=1C=NN(C1)C1CCN(CC1)C(=O)OCC1=CC=CC=C1 benzyl 4-(4-(2,4-dioxotetrahydropyrimidin-1(2H)-yl)-1H-pyrazol-1-yl)piperidine-1-carboxylate